N-(m-tolyl)pyrrolidine-2-carboxamide C1(=CC(=CC=C1)NC(=O)C1NCCC1)C